NC1=NC2=C(C=3N1N=C(N3)C=3OC=CC3)SC(N2CCN2CCN(CC2)C2=C(C=C(C(=C2)OCC[S@](=O)C)F)F)=O (R)-5-amino-3-(2-(4-(2,4-difluoro-5-(2-(methyl-sulfinyl)ethoxy)phenyl)piperazin-1-yl)ethyl)-8-(furan-2-yl)thiazolo[5,4-e][1,2,4]triazolo[1,5-c]pyrimidin-2(3H)-one